[Cl-].[Cl-].CC1(C(=C(C(=C1CCC)C)C)C)[Zr+2]C1=C(CC=2C=CC3=C(C12)C=CC=C3)C (1,2,3,4-tetramethyl-5-n-propylcyclopentadienyl)(2-methylbenzo[e]indenyl)zirconium dichloride